ClC1=C(C(=CC=C1)Cl)NC1=C(C(=O)OCCCN2CCCCC2)C=CC=C1 1-piperidylpropyl 2-[(2,6-dichlorophenyl) amino]Benzoate